C12(CC3CC(CC(C1)C3)C2)NC2=NC(=NC(=N2)N2CCC(CC2)C)OCCOCCOCCOCCOCCOCCN2N=NC(=C2)CCNC([C@H](CCC(=O)NCCC=2N=NN(C2)CCOCCOCCOCCOCCOCCOC2=NC(=NC(=N2)NC23CC1CC(CC(C2)C1)C3)N3CCC(CC3)C)N)=O (S)-N1,N5-bis(2-(1-(17-((4-(adamantan-1-ylamino)-6-(4-methylpiperidin-1-yl)-1,3,5-triazin-2-yl)oxy)-3,6,9,12,15-pentaoxaheptadecyl)-1H-1,2,3-triazol-4-yl)ethyl)-2-aminopentandiamide